ClC1=NC=C(C(=N1)NC1=CC=C(C=C1)OC1=CC=CC=C1)C1OCC=C1 2-chloro-5-(2,5-dihydrofuran-2-yl)-N-(4-phenoxyphenyl)pyrimidin-4-amine